[Ni].CN(CC(CC)(O)C)C 1-dimethylamino-2-methyl-2-butanol nickel